(S)-2-(2,5-difluoro-4-(6-((2-fluoro-4-(thiazol-5-ylethynyl)benzyl)oxy)pyridin-2-yl)benzyl)-1-(oxetan-2-ylmethyl)-1H-benzo[d]imidazole-6-carboxylic acid FC1=C(CC2=NC3=C(N2C[C@H]2OCC2)C=C(C=C3)C(=O)O)C=C(C(=C1)C1=NC(=CC=C1)OCC1=C(C=C(C=C1)C#CC1=CN=CS1)F)F